N-(quinolin-5-yl)acetamide CC(=O)NC1=CC=CC2=C1C=CC=N2